O[C@H]1[C@H](C[C@@H]2C(C[C@H]3[C@@H]4CC[C@H]([C@@H](CCC(C)C)C)[C@]4(CC[C@@H]3[C@]2(C1)C)C)=O)O 2α,3α-dihydroxy-24,24-dimethyl-5α-cholan-6-one